2-(1-(2-(2-methoxyethoxy)ethyl)-1H-indazol-3-yl)isoindoline-1,3-dione COCCOCCN1N=C(C2=CC=CC=C12)N1C(C2=CC=CC=C2C1=O)=O